carbon tetrahydrofuran O1CCCC1.[C]